FC1=C(C=CC(=C1)F)[C@@](CN1N=CN=C1)([C@H](C)C1(NC=NC=C1F)Cl)O (2R,3S)-2-(2,4-difluorophenyl)-3-(4-chloro-5-fluoropyrimidin-4-yl)-1-(1H-1,2,4-triazole-1-yl)-2-butanol